FC(C1=C(C=C(C(=C1)CC)C)CC(=O)O)F 2-(difluoromethyl)-4-ethyl-5-methyl-phenylacetic acid